10-(1-((6-chloro-2-(4-hydroxypiperidin-1-yl)pyridin-3-yl)amino)ethyl)-8-methyl-4,5-dihydro-3H,6H-2,2a,5a-triazaaceanthrylen-6-one ClC1=CC=C(C(=N1)N1CCC(CC1)O)NC(C)C=1C=C(C=C2C(N3CCCN4N=CC(C12)=C43)=O)C